CC1(OCCN2C1=CC(=N2)CO)C (4,4-dimethyl-6,7-dihydropyrazolo[5,1-c][1,4]oxazin-2-yl)methanol